3,5-dichloro-4-methoxycarbonyloxybenzoic acid ClC=1C=C(C(=O)O)C=C(C1OC(=O)OC)Cl